FC1=C(C#N)C=CC(=C1)C1=NC(=NC2=CC=C(C=C12)C1=C(C=CC=C1C(F)(F)F)F)N1CC2C(CC1)NCC2 2-Fluoro-4-(6-(2-fluoro-6-(trifluoromethyl)phenyl)-2-(octahydro-5H-pyrrolo[3,2-c]pyridin-5-yl)quinazolin-4-yl)benzonitrile